FC(C1=C(C=CC(=C1)C(C(F)(F)F)(C(F)(F)F)F)NC(C1=C(C(=CC=C1)N(C(C1=CC=C(C=C1)C(F)(F)F)=O)CC1CC1)F)=O)(F)F N-[2-trifluoromethyl-4-(1,1,1,2,3,3,3-heptafluoroprop-2-yl)-phenyl]-3-[N-(cyclopropylmethyl)-4-trifluoromethylbenzamido]-2-fluorobenzamide